O1CCN(CC1)CC1=C(C=O)C=CC=C1 2-(morpholinomethyl)benzaldehyde